COC([C@H](CCC=C)NC(=O)OC(C)(C)C)=O (2S)-2-(tert-Butoxycarbonylamino)hex-5-enoic acid methyl ester